tert-butyl (S)-5-amino-4-(6-fluoro-4-hydroxy-1-oxoisoindol-2-yl)-5-oxovalerate NC([C@H](CCC(=O)OC(C)(C)C)N1C(C2=CC(=CC(=C2C1)O)F)=O)=O